1-(6-(6-Methylpyridin-3-yl)chinolin-2-yl)piperidin CC1=CC=C(C=N1)C=1C=C2C=CC(=NC2=CC1)N1CCCCC1